4-((5-fluoro-4-(6-phenylimidazo[1,2-a]pyridin-3-yl)pyrimidin-2-yl)amino)cyclohexane-1-sulfonamide FC=1C(=NC(=NC1)NC1CCC(CC1)S(=O)(=O)N)C1=CN=C2N1C=C(C=C2)C2=CC=CC=C2